2-(7-((2S,5R)-2,5-diethyl-4-(1-(4-fluoro-2-(trifluoromethoxy)phenyl)ethyl)piperazin-1-yl)-4-methyl-5-oxo-4,5-dihydro-2H-pyrazolo[4,3-b]pyridin-2-yl)acetonitrile C(C)[C@@H]1N(C[C@H](N(C1)C(C)C1=C(C=C(C=C1)F)OC(F)(F)F)CC)C=1C=2C(N(C(C1)=O)C)=CN(N2)CC#N